3-[6-[2-[2-[[2-[4-[6-(dimethylamino)pyridin-3-yl]phenyl]-1,3-benzothiazol-6-yl]amino]ethoxy]ethoxy]-3-oxo-1H-isoindol-2-yl]piperidine-2,6-dione CN(C1=CC=C(C=N1)C1=CC=C(C=C1)C=1SC2=C(N1)C=CC(=C2)NCCOCCOC2=CC=C1C(N(CC1=C2)C2C(NC(CC2)=O)=O)=O)C